C(C)O[Si]1(OC(COCCC1)CN1CCN(CC1)C)OCC 2,2-diethoxy-8-(4-methylpiperazinyl)methyl-1,6-dioxa-2-silacyclooctane